S(=O)(=O)(O)O.C(C)OCC[Li] Ethoxyethyl-lithium sulfate